CC1(OCC(O1)COC1=CC=C(C=C1)B1OC(C)(C)C(C)(C)O1)C 4-((2,2-dimethyl-1,3-dioxolan-4-yl)methoxy)phenylboronic acid pinacol ester